6-(1-methoxypiperidin-4-yl)-N-methyl-3,4-dihydro-1H-isoquinoline-2-carboxamide CON1CCC(CC1)C=1C=C2CCN(CC2=CC1)C(=O)NC